C1(CC1)C#C[C@@]1(NC(NC2=CC(=C(C=C12)F)CN1C=NC(=CC1=O)C(F)F)=O)C(F)(F)F (S)-4-(cyclopropylethynyl)-7-((4-(difluoromethyl)-6-oxopyrimidin-1(6H)-yl)methyl)-6-fluoro-4-(trifluoromethyl)-3,4-dihydroquinazolin-2(1H)-one